[In].C(CCCCCCC\C=C/CCCCCCCC)(=O)O oleic acid Indium